4-(5-(3-((2-(3-carboxypropionyl)-5-methoxybenzo[b]thiophen-6-yl)oxy)propoxy)-6-methoxybenzo[b]selenophen-2-yl)-4-oxobutanoic acid C(=O)(O)CCC(=O)C1=CC2=C(S1)C=C(C(=C2)OC)OCCCOC2=CC1=C([Se]C(=C1)C(CCC(=O)O)=O)C=C2OC